[Li+].C(C(O)C)(=O)[O-] lactic acid lithium salt